COC(CCC(=O)C=1SC=C(C1)C1=CC=CC2=C1SC1=C2C=CC=C1)=O 4-(4-(dibenzo[b,d]thiophen-4-yl)thiophen-2-yl)-4-oxobutanoic acid methyl ester